CO[Si]1(OC(COCCC1)CN1CCC(CC1)C)C 2-methoxy-2-methyl-8-(4-methylpiperidinyl)methyl-1,6-dioxa-2-silacyclooctane